Methyl 5-chloro-2-[[(1R)-1-[6-methyl-2-(1-methylindazol-6-yl)-4-oxo-chromen-8-yl]ethyl]amino]benzoate ClC=1C=CC(=C(C(=O)OC)C1)N[C@H](C)C=1C=C(C=C2C(C=C(OC12)C1=CC=C2C=NN(C2=C1)C)=O)C